(2S,4S) and (2S,4R)-4-phenoxy-pyrrolidine-2-carboxylic acid O(C1=CC=CC=C1)[C@H]1C[C@H](NC1)C(=O)O |&1:7|